C(C1=CC=CC=C1)OCCOCCOC=1C=C(N(CC2=CC(=CC=C2)OC)CC2=CC(=CC=C2)OC)C=CC1 3-(2-(2-(benzyloxy)ethoxy)ethoxy)-N,N-bis(3-methoxybenzyl)aniline